3-oxa-9-azabicyclo[3.3.1]nonane-7-carboxylate C12COCC(CC(C1)C(=O)[O-])N2